FC(C1=NN(C=C1NC(=O)C=1C=NN2C1N=C(C=C2)N2CCOCC2)C2CCN(CC2)CC2=CC=C(C=C2)C2C(NC(CC2)=O)=O)F N-(3-(difluoromethyl)-1-(1-(4-(2,6-dioxopiperidin-3-yl)benzyl)piperidin-4-yl)-1H-pyrazol-4-yl)-5-morpholinopyrazolo[1,5-a]pyrimidine-3-carboxamide